FC=1C=C(CC2=NC=CC(=C2)N2N=C(C(=C2)C(=O)N)C)C=C(C1)C(F)(F)F 1-(2-(3-Fluoro-5-(trifluoromethyl)benzyl)pyridin-4-yl)-3-methyl-1H-pyrazol-4-carboxamid